2-(4-methyl-3-pentenyl)-6-methyl-9-methacryloyloxy-10-acetoxy-1,4-dihydroanthracene CC(=CCCC=1CC2=C(C3=CC=C(C=C3C(=C2CC1)OC(C)=O)C)OC(C(=C)C)=O)C